FC=1C=C2NC=CC2=C2CCC(NCCCCCC(C3=CN=C(C=4C(=CC=C(OC12)C4)F)N3)C=3C=C(C=CC3)CCC(=O)OC)=O methyl 3-[3-(23,29-difluoro-13-oxo-25-oxa-3,12,20,31-tetrazapentacyclo-[24.3.1.12,5.016,24.017,21]hentriaconta-1(30),2,4,16,18,21,23,26,28-nonaen-6-yl)phenyl]propanoate